ClC1=CC(=NC(=N1)C(F)(F)F)NCC=1N=C2N(C=C(C=C2)C2CC2)C1 6-chloro-N-((6-cyclopropylimidazo[1,2-a]pyridin-2-yl)methyl)-2-(trifluoromethyl)pyrimidin-4-amine